C(C)(C)(C)P(O)(O)(N(CC)CC)C(C)(C)C.P(O)(O)(=O)N phosphoramidic acid (Di-tert-butyl N,N-diethylphosphoramidite)